N-(2,4-difluoro-3-(5-formyl-3-methoxyquinoxalin-6-ylamino)phenyl)propane-1-sulfonamide FC1=C(C=CC(=C1NC=1C(=C2N=C(C=NC2=CC1)OC)C=O)F)NS(=O)(=O)CCC